diallyl-indan diethyl-2-((3,3-difluorocyclobutyl)methyl)-2-methylmalonate C(C)OC(C(C(=O)OCC)(C)CC1CC(C1)(F)F)=O.C(C=C)C1(CCC2=CC=CC=C12)CC=C